CN(CCCNS(=O)(=O)C(C(C(C(C(C(F)(F)F)(F)F)(F)F)(F)F)(F)F)(F)F)C N-(3-(Dimethylamino)propyl)perfluorohexanesulfonamide